pyrazolo[1,5-a]pyridine-3-carbonitrile tert-Butyl-4-[4-[3-cyano-4-[2-(2,4-difluorophenyl)-2-hydroxy-ethoxy]pyrazolo[1,5-a]pyridine-6-yl]-5-methyl-triazol-1-yl]piperidine-1-carboxylate C(C)(C)(C)OC(=O)N1CCC(CC1)N1N=NC(=C1C)C=1C=C(C=2N(C1)N=CC2C#N)OCC(O)C2=C(C=C(C=C2)F)F.N2=CC(=C1N2C=CC=C1)C#N